C1CCC12NC2 5-azaspiro[3.2]hexane